C(C=1C(C(=O)[O-])=CC(C(=O)[O-])=CC1)(=O)OCCOC(C=C)=O acryloyloxyethyl trimellitate